CN(C)CC1CN(CCC1(O)C=1C=C(C(=O)N)C=CC1)CCCC1=CC=CC=C1 syn-3-[3-[(Dimethylamino)methyl]-4-hydroxy-1-(3-phenylpropyl)piperidin-4-yl]benzamid